OCCCCOC(C(CCCCCCCC)CCCCCC)=O.CC1(OC2=C(C=C(C=C2C=C1)/C=C/C(=O)NC1=CC=C(C=C1)O)C=1C=NC=CC1)C (E)-3-[2,2-dimethyl-8-(pyridin-3-yl)-2H-chromen-6-yl]-N-(4-hydroxyphenyl)acrylamide 4-hydroxybutyl-2-hexyldecanoate